[O-2].[V+5].[Ag+].[O-2].[O-2] silver vanadium oxid